C(=O)C1CC=2C=CC(=C(C2C1)C#N)OCCN1CCOCC1 2-formyl-5-(2-morpholin-4-ylethoxy)-2,3-dihydro-1H-indene-4-carbonitrile